(5-phenyl-1,3,4-thiadiazol-2-yl)methanone C1(=CC=CC=C1)C1=NN=C(S1)C=O